5-((((1s,3R)-3-(2-(5-(tert-butyl)-1H-benzo[d]imidazol-2-yl)ethyl)cyclobutyl)(isopropyl)amino)methyl)tetrahydrofuran-3,4-diol C(C)(C)(C)C1=CC2=C(NC(=N2)CCC2CC(C2)N(C(C)C)CC2C(C(CO2)O)O)C=C1